N-(5-(((2S,4R)-2-methyl-4-(quinolin-4-yloxy)pyrrolidin-1-yl)methyl)thiazol-2-yl)acetamide C[C@@H]1N(C[C@@H](C1)OC1=CC=NC2=CC=CC=C12)CC1=CN=C(S1)NC(C)=O